ClC=1C(=NC(=C(C1)F)C=1C=C2C=CNC2=CC1)C(=O)OC Methyl 3-chloro-5-fluoro-6-(1H-indol-5-yl)picolinate